CN1CC[C@@H](CCC1)C1=CC=2C(=NC=CC2NC=2C=CC3=C(N=CS3)C2)S1 (R)-N-(2-(1-methylazepan-4-yl)thieno[2,3-b]pyridin-4-yl)benzo[d]thiazol-5-amine